FC1(CCN(CCC1)C=1N=NC(=C(C1C(=O)NC1=CC(=CC=C1)[S@](=O)(=N)C)C)C1=CC=C(C=C1)OC)F (S)-3-(4,4-difluoroazepan-1-yl)-6-(4-methoxyphenyl)-5-methyl-N-(3-(S-methylsulfonimidoyl)phenyl)pyridazine-4-carboxamide